BrC1=CC(=C2CCCC3(CC=4N=C(N=C(C4CO3)N3CCOCCC3)SC)C2=C1F)Cl 7-Bromo-5-chloro-8-fluoro-2'-(methylthio)-4'-(1,4-oxazepan-4-yl)-3,4,5',8'-tetrahydro-2H-spiro[naphthalene-1,7'-pyrano[4,3-d]pyrimidine]